ClC1=C(C=CC2=C1C(=N[C@H](C=1N2C=C(N1)C)C)C1=C(C=CC=C1F)F)C(F)(F)F (4S)-7-chloro-6-(2,6-difluorophenyl)-2,4-dimethyl-8-(trifluoromethyl)-4H-imidazo[1,2-a][1,4]benzodiazepine